N-(3-((3-(dimethylamino)propyl)sulfonamido)-4-hydroxyphenyl)-4'-(trifluoromethyl)-[1,1'-biphenyl]-4-carboxamide CN(CCCS(=O)(=O)NC=1C=C(C=CC1O)NC(=O)C1=CC=C(C=C1)C1=CC=C(C=C1)C(F)(F)F)C